(+)-(1s)-camphor [C@@]12(C(=O)CC(CC1)C2(C)C)C